2,2'-hydrazono-bis-isobutyronitrile N(N)(C(C#N)(C)C)C(C#N)(C)C